copper-zinc adipate C(CCCCC(=O)[O-])(=O)[O-].[Zn+2].[Cu+2].C(CCCCC(=O)[O-])(=O)[O-]